P1=C(C=CC=C1)C=O phosphorineal